2-acetylamino-2-deoxy-β-D-glucopyranose C(C)(=O)N[C@H]1[C@H](O)O[C@@H]([C@H]([C@@H]1O)O)CO